(R)-N-((R)-8-(8-(2,3-dichlorophenyl)imidazo[1,2-c]pyrimidin-5-yl)-8-azaspiro[4.5]decan-1-yl)-2-methylpropan-2-sulfinamide ClC1=C(C=CC=C1Cl)C=1C=2N(C(=NC1)N1CCC3(CCC[C@H]3N[S@](=O)C(C)(C)C)CC1)C=CN2